FC=1C=C2NC(C=3N(C2=C(C1C(=O)NCC1=CC(=CC=C1)OC)F)C(=NN3)C)(C)C 7,9-Difluoro-N-[(3-methoxyphenyl)-methyl]-1,4,4-trimethyl-5H-[1,2,4]triazolo[4,3-a]quinoxaline-8-carboxylic acid amide